N[C@H]1C2N(CC1CC2)C(=O)C=2C=C(C1=C(SC(=C1C)C1=CC=3C(=NC=CC3)N1CC1CC1)C2)OC ((7R)-7-Amino-2-azabicyclo[2.2.1]heptan-2-yl)(2-(1-(cyclopropylmethyl)-1H-pyrrolo[2,3-b]pyridin-2-yl)-4-methoxy-3-methylbenzo[b]thiophen-6-yl)methanone